C(CC)O.NC1=CC(SS1)N Diaminodithiol-n-propanol